4-amino-N,1-dimethyl-N-((3S)-6-(2-(trifluoromethyl)-3-pyridinyl)-2,3-dihydro-1-benzofuran-3-yl)-1H-pyrazolo[4,3-c]quinoline-8-carboxamide NC1=NC=2C=CC(=CC2C2=C1C=NN2C)C(=O)N([C@@H]2COC1=C2C=CC(=C1)C=1C(=NC=CC1)C(F)(F)F)C